(2-((1-(1-(cyanomethyl)piperidin-4-yl)-1H-pyrazol-4-yl)amino)-5-methylpyrimidin-4-yl)benzoic acid methyl ester COC(C1=C(C=CC=C1)C1=NC(=NC=C1C)NC=1C=NN(C1)C1CCN(CC1)CC#N)=O